3-(4-Amino-3-(4-phenoxyphenyl)-1H-pyrazolo[3,4-d]pyrimidin-1-yl)piperidine NC1=C2C(=NC=N1)N(N=C2C2=CC=C(C=C2)OC2=CC=CC=C2)C2CNCCC2